(3S)-6-chloro-3-(6-chloro-3-methoxypyridin-2-yl)-3-methylindolin-2-one ClC1=CC=C2[C@@](C(NC2=C1)=O)(C)C1=NC(=CC=C1OC)Cl